OC1(CC(C1)C(=O)N1CC2(C1)CCC(CC2)OC2=NC=C(C(=C2)C)C(F)(F)F)C ((1s,3s)-3-Hydroxy-3-methylcyclobutyl)(7-((4-methyl-5-(trifluoromethyl)pyridin-2-yl)oxy)-2-azaspiro[3.5]nonan-2-yl)methanon